3-[2-(4-chloro-3-fluorophenoxy)acetamido]-N-[(6-methoxypyridin-3-yl)methyl]bicyclo[1.1.1]pentane-1-carboxamide ClC1=C(C=C(OCC(=O)NC23CC(C2)(C3)C(=O)NCC=3C=NC(=CC3)OC)C=C1)F